C[NH+](C)CC(C)O N,N-Dimethyl-2-hydroxy-propylammonium